1-{[rel-(2R,3S)-3-(2-chlorophenyl)-2-(2,4-difluorophenyl)oxiran-2-yl]methyl}-1H-1,2,4-triazol ClC1=C(C=CC=C1)[C@H]1[C@@](O1)(C1=C(C=C(C=C1)F)F)CN1N=CN=C1 |o1:7,8|